ethyl 2-((4-methylpiperazin-1-yl) methyl)-1-phenyl-5-(toluenesulfonyloxy)-1H-indole-3-carboxylate CN1CCN(CC1)CC=1N(C2=CC=C(C=C2C1C(=O)OCC)OS(=O)(=O)CC1=CC=CC=C1)C1=CC=CC=C1